C(C)(C)(C)OC(=O)N1CC(C1)NC1=NC=2N(C(=C1)N(CC1=CC=C(C=C1)C1=NC=CC=C1)C(=O)OC(C)(C)C)N=CC2C2CC2 3-((7-((tert-Butoxycarbonyl)(4-(pyridin-2-yl)benzyl)amino)-3-cyclopropylpyrazolo[1,5-a]pyrimidin-5-yl)amino)azetidine-1-carboxylic acid tert-butyl ester